methylpropionophenone CC(C(=O)C1=CC=CC=C1)C